4-(2-(2-(2-isopropylphenyl)-4-((4-methoxyphenyl)(methyl)amino)piperidin-1-yl)-7-azaspiro[3.5]nonan-7-yl)benzamide C(C)(C)C1=C(C=CC=C1)C1N(CCC(C1)N(C)C1=CC=C(C=C1)OC)C1CC2(C1)CCN(CC2)C2=CC=C(C(=O)N)C=C2